rac-N-((4R,5S)-7-ethyl-1-(3-hydroxyphenyl)-4-(3-nitrophenyl)-6-oxo-4,5,6,7-tetrahydro-1H-pyrazolo[3,4-b]pyridin-5-yl)-3-(trifluoromethyl)benzamide C(C)N1C2=C([C@H]([C@@H](C1=O)NC(C1=CC(=CC=C1)C(F)(F)F)=O)C1=CC(=CC=C1)[N+](=O)[O-])C=NN2C2=CC(=CC=C2)O |r|